C1(CC1)C1=CN=C(N1)C1=CC=CC(=N1)N1C[C@@H](CC1)NC(=O)C1CCN(CC1)C(=O)OC(C)(C)C tert-Butyl 4-{[(3R)-1-[6-(5-cyclopropyl-1H-imidazol-2-yl)pyridin-2-yl]pyrrolidin-3-yl]carbamoyl}piperidine-1-carboxylate